ClC1=C(C=C(C=C1)C(CNC1CCC1)C1=CC=CC=C1)C=1C(=CC=C(C1F)OCCOC)C(=O)N 2'-chloro-5'-(2-(cyclobutylamino)-1-phenylethyl)-6-fluoro-5-(2-methoxyethoxy)-[1,1'-biphenyl]-2-carboxamide